Cyclopropyloxyphenyl-uracil C1(CC1)OC1=C(C(NC(N1)=O)=O)C1=CC=CC=C1